(1r,4r)-tert-butyl 5-bromo-3-oxo-6-(phenylseleno)-2-azabicyclo[2.2.1]heptane-2-carboxylate BrC1[C@H]2C(N([C@@H](C1[Se]C1=CC=CC=C1)C2)C(=O)OC(C)(C)C)=O